COC=1C=C(C=C(C1)OC)[C@H](C)NC(=O)C=1OC=C(N1)C1=NC(=NC=C1C)NC1=CC=NN1C (S)-N-(1-(3,5-dimethoxyphenyl)ethyl)-4-(5-methyl-2-((1-methyl-1H-pyrazol-5-yl)amino)pyrimidin-4-yl)oxazole-2-carboxamide